5-(trifluoromethyl)-1-(2-(trifluoromethyl)phenyl)-1H-1,2,3-triazole-4-carboxamide FC(C1=C(N=NN1C1=C(C=CC=C1)C(F)(F)F)C(=O)N)(F)F